7-methyl-N-{[6-methyl-4-(methylsulfanyl)-2-oxo-1H-pyridin-3-yl]methyl}-4-(1,3-thiazol-4-yl)spiro[1,3-benzodioxole-2,1'-cyclohexane]-6-carboxamide CC1=C(C=C(C2=C1OC1(CCCCC1)O2)C=2N=CSC2)C(=O)NCC=2C(NC(=CC2SC)C)=O